Cl.C(C)N1C[C@@H](C[C@@H](C1)F)N (3R,5S)-1-Ethyl-5-fluoro-piperidin-3-amine hydrochloride